ClC=1C=CC(=NC1)CN1C[C@@H](N(CC1)C(=O)OC(C)(C)C)C tert-butyl (S)-4-((5-chloropyridin-2-yl)methyl)-2-methylpiperazine-1-carboxylate